C(C=C)(=O)OCCCCCCOC1=CC=C(C(=O)OC2=C(C=C(C=C2)OC(C2=CC=C(C=C2)OCCCCCCOC(C=C)=O)=O)C)C=C1 1,4-bis[4-(6-acryloxyhexyloxy)benzoyl-oxy]-2-methylbenzene